C(=C)C=1C=C2CCN(CC2=CC1)C(=O)OCC1=CC=CC=C1 Benzyl 6-ethenyl-3,4-dihydro-1H-isoquinoline-2-carboxylate